O=C1NC(CCC1N1C(N(C2=C1C=CC(=C2)C2CCN(CC2)CC2=C(C(=O)OC(C)(C)C)C=C(C=C2)[N+](=O)[O-])C)=O)=O Tert-butyl 2-[[4-[1-(2,6-dioxo-3-piperidyl)-3-methyl-2-oxo-benzimidazol-5-yl]-1-piperidyl] methyl]-5-nitro-benzoate